2λ6,5-dithia-3,20,25,26-tetrazatetracyclo[19.3.1.14,7.08,13]hexacosa-1(25),4(26),6,8,10,12,21,23-octaene 2,2-dioxide C1=2S(NC=3SC=C(C4=CC=CC=C4CCCCCCNC(=CC=C1)N2)N3)(=O)=O